O.O.O.B(O)(O)O borate trihydrate